2-(4-((pyrrolidin-3-ylmethyl)sulfonyl)piperidin-1-yl)-4-(trifluoromethyl)pyridine N1CC(CC1)CS(=O)(=O)C1CCN(CC1)C1=NC=CC(=C1)C(F)(F)F